chloro-9'-(piperidin-4-yl)-5'H-spiro[cyclohexane-1,7'-pyrido[3',2':4,5]pyrrolo[1,2-a]quinazolin]-5'-one ClC1=CC=CC=2C(N=C3N(C12)C1=C(C32CCCCC2)C=C(C=N1)C1CCNCC1)=O